N-[2,3-Difluoro-4-[5-[2-[[(3S,5S)-5-fluoro-3-piperidyl]amino]pyrimidin-4-yl]-2-methyl-thiazol-4-yl]oxy-phenyl]-1-fluoro-cyclopropanesulfonamide FC1=C(C=CC(=C1F)OC=1N=C(SC1C1=NC(=NC=C1)N[C@@H]1CNC[C@H](C1)F)C)NS(=O)(=O)C1(CC1)F